5-ethylsulfonyl-3-methyl-6-[3-methyl-6-(trifluoromethyl)imidazo[4,5-b]pyridin-2-yl]-2-oxo-benzimidazole-1-carbonitrile C(C)S(=O)(=O)C1=CC2=C(N(C(N2C)=O)C#N)C=C1C1=NC=2C(=NC=C(C2)C(F)(F)F)N1C